5-(4-benzhydryl-piperazine-1-carbonyl)-2-(2,6-dioxopiperidin-3-yl)isoindoline-1,3-dione C(C1=CC=CC=C1)(C1=CC=CC=C1)N1CCN(CC1)C(=O)C=1C=C2C(N(C(C2=CC1)=O)C1C(NC(CC1)=O)=O)=O